3-(2-methylphenyl)propionic acid 2-methoxy-4-ethylphenyl ester COC1=C(C=CC(=C1)CC)OC(CCC1=C(C=CC=C1)C)=O